FC=1C=C2C(=C(NC2=C(C1)F)C1=CC=C(C=C1)F)C1=NN=C(O1)C(=O)NC(CO)C 5-[5,7-difluoro-2-(4-fluorophenyl)-1H-indol-3-yl]-N-(1-hydroxypropan-2-yl)-1,3,4-oxadiazole-2-carboxamide